6-Bromo-4-[2-(5-fluoro-2-pyridinyl)-2-oxo-ethoxy]pyrazolo[1,5-a]pyridine-3-carbonitrile BrC=1C=C(C=2N(C1)N=CC2C#N)OCC(=O)C2=NC=C(C=C2)F